N-(4-(1-(5-fluoro-6-(piperidin-1-yl)pyridin-2-yl)-1H-1,2,3-triazol-4-yl)-3-(6-azaspiro[2.5]octan-6-yl)phenyl)-2-hydroxyethane-1-sulfonamide FC=1C=CC(=NC1N1CCCCC1)N1N=NC(=C1)C1=C(C=C(C=C1)NS(=O)(=O)CCO)N1CCC2(CC2)CC1